hexamethylene malonate C1(CC(=O)OCCCCCCO1)=O